FC=1C=C2C(=NNC2=CC1OCCOC)C1=CC(=NO1)C1=CC=C(C=C1)S(=O)(=O)N1CCOCC1 5-Fluoro-6-(2-methoxyethoxy)-3-{3-[4-(morpholine-4-sulfonyl)phenyl]-1,2-oxazol-5-yl}-1H-indazole